CC=1NC(=C(CC1C(=O)OCCN1CCN(CC1)C1=C(C=CC=C1)OC)[N+](=O)[O-])C 1,4-dihydro-2,6-dimethyl-5-nitro-3-pyridinecarboxylic acid, {2-[4-(2-methoxyphenyl)-1-piperazinyl]ethyl} ester